C1(CCCC1)OC1=C(C=O)C=CC=C1 cyclopentoxybenzaldehyde